10-(methyl-d3)-9,10,11,12-tetrahydro-8H-[1,4]diazepino[5',6':4,5]thieno[3,2-f]quinolin-8-one-10,11,11-d3 C(C1(NC(C2=C(C=3C=4C=CC=NC4C=CC3S2)NC1([2H])[2H])=O)[2H])([2H])([2H])[2H]